2-N-butyryl-6-O-(L-valyl)-D-glucosamine hydrochloride Cl.C(CCC)(=O)N[C@H]1C(O)O[C@@H]([C@H]([C@@H]1O)O)COC([C@@H](N)C(C)C)=O